N-(2,3,4,5,6-pentamethylbenzyl)imidazole CC1=C(CN2C=NC=C2)C(=C(C(=C1C)C)C)C